3-(2-butenyloxy)benzoic acid methyl ester COC(C1=CC(=CC=C1)OCC=CC)=O